(2S)-2-[[(2S)-2-(1H-imidazo[4,5-b]pyridine-2-carbonylamino)-4-methyl-pentanoyl] amino]-3-[(3S)-2-oxopyrrolidin-3-yl]propanoate N1C(=NC2=NC=CC=C21)C(=O)N[C@H](C(=O)N[C@H](C(=O)[O-])C[C@H]2C(NCC2)=O)CC(C)C